4,12-dibutyl-2,10-dimethyl-1,7,9,15-tetraoxa-4,12-diaza-8-stannaspiro[7.7]pentadecane C(CCC)N1CC(O[Sn]2(OCC1)OC(CN(CCO2)CCCC)C)C